[Cr]O chromamethanol